tert-butyl 4-((4-(5-phenoxypentyl)phenyl)carbamoyl)piperazine-1-carboxylate O(C1=CC=CC=C1)CCCCCC1=CC=C(C=C1)NC(=O)N1CCN(CC1)C(=O)OC(C)(C)C